1'-[2-(4-aminophenoxy)ethyl]-5-chloro-1,2-dihydrospiro[indole-3,4'-piperidin]-2-one NC1=CC=C(OCCN2CCC3(CC2)C(NC2=CC=C(C=C23)Cl)=O)C=C1